O(C1=CC=CC=C1)C(CO)CO 2-phenoxy-1,3-propanediol